4-(methyl-d3-piperazin-1-yl)-10H-benzo[b]thieno[2,3-e][1,4]diazepine C([2H])([2H])([2H])C1N(CCNC1)C=1C2=C(NC3=C(N1)C=CC=C3)SC=C2